N-(4-(2-methoxyethoxy)-2-(thiazol-5-yl)quinolin-6-yl)bicyclo[1.1.1]pentane-1-carboxamide COCCOC1=CC(=NC2=CC=C(C=C12)NC(=O)C12CC(C1)C2)C2=CN=CS2